N-(5-chloro-6-(1-methyl-1H-pyrazol-3-yl)pyridin-3-yl)-N'-(2-methyl-8-(propan-2-yl)imidazo[1,2-b]pyridazin-7-yl)urea ClC=1C=C(C=NC1C1=NN(C=C1)C)NC(=O)NC1=C(C=2N(N=C1)C=C(N2)C)C(C)C